Methyl (2S,5R)-3,3-difluoro-3-(7-oxo-6-{[(sodiooxy)sulfonyl]oxy}-1,6-diazabicyclo[3.2.1]octan-2-yl)propanoate FC(CC(=O)OC)([C@H]1N2C(N([C@H](CC1)C2)OS(=O)(=O)O[Na])=O)F